Tert-butyl 7-methoxy-5-azaspiro[2.5]oct-7-ene-5-carboxylate COC=1CN(CC2(CC2)C1)C(=O)OC(C)(C)C